2-(4-((cyclohexylmethyl)(methyl)carbamoyl)-2'-(1-hydroxyallyl)-5'-methyl-[1,1'-biphenyl]-3-yl)acetic acid C1(CCCCC1)CN(C(=O)C1=C(C=C(C=C1)C1=C(C=CC(=C1)C)C(C=C)O)CC(=O)O)C